((7-chloro-2-methyl-1,2,3,4-tetrahydroisoquinolin-6-yl)amino)-5-((2-fluoro-6-(hydroxymethyl)phenyl)amino)-1,2,4-triazine-6-carboxamide ClC1=C(C=C2CCN(CC2=C1)C)NC=1N=NC(=C(N1)NC1=C(C=CC=C1CO)F)C(=O)N